tert-butyl 4-((1r,4r)-4-(5-(1-cyclopropyl-2-oxo-1,2-dihydropyridine-3-carboxamido)-6-(2-hydroxypropan-2-yl)-2H-indazol-2-yl)cyclohexyl)piperazine-1-carboxylate C1(CC1)N1C(C(=CC=C1)C(=O)NC1=CC2=CN(N=C2C=C1C(C)(C)O)C1CCC(CC1)N1CCN(CC1)C(=O)OC(C)(C)C)=O